CC1=C(C(=CC(=C1)C)C)OP(OC1=C(C=C(C=C1C)C)C)(O)=O di(2,4,6-trimethylphenyl)phosphoric acid